(S)-2-(4-chlorophenyl)-1-(4-((5R,7R)-7-hydroxy-5-methyl-6,7-dihydro-5H-cyclopenta[d]pyrimidin-4-yl)piperazin-1-yl)-2-((S)-2-azaspiro[4.4]non-3-yl)ethan-1-one ClC1=CC=C(C=C1)[C@H](C(=O)N1CCN(CC1)C=1C2=C(N=CN1)[C@@H](C[C@H]2C)O)[C@H]2NCC1(C2)CCCC1